N-1-(3-difluoromethoxyphenyl)ethyl-1-cyclohexaneacetamide FC(OC=1C=C(C=CC1)C(C)NC(CC1CCCCC1)=O)F